Racemic-N-methyl-1-(8-(pyridin-3-yl)isochroman-1-yl)methanamine CNC[C@@H]1OCCC2=CC=CC(=C12)C=1C=NC=CC1 |r|